[(2R,3s)-5-acetoxy-4,4-dideuterio-2-ethynyl-3-(4-methylbenzoyl)oxy-tetrahydrofuran-2-yl]methyl 4-methylbenzoate CC1=CC=C(C(=O)OC[C@]2(OC(C([C@@H]2OC(C2=CC=C(C=C2)C)=O)([2H])[2H])OC(C)=O)C#C)C=C1